COC1=C(C=CC(=C1)C1=NN(C2=C1C=NC=1C=CC(=CC21)OC)C2=CC=CC=C2)O 2-methoxy-4-(8-methoxy-1-phenyl-pyrazolo[4,3-c]quinolin-3-yl)phenol